C[C@@H]1CN(C[C@@H](O1)C)C1=CC=C(C=2N=CC=NC12)C#N 8-[(2R,6S)-2,6-dimethylmorpholin-4-yl]Quinoxaline-5-carbonitrile